azetidin-1-yl((5-(5-(chlorodifluoromethyl)-1,2,4-oxadiazol-3-yl)pyridin-2-yl)methyl)(methyl)phosphine oxide N1(CCC1)P(C)(CC1=NC=C(C=C1)C1=NOC(=N1)C(F)(F)Cl)=O